C[Si](C)(C)C#CC=1C(=C(C(=C(C1)C#C[Si](C)(C)C)C#C[Si](C)(C)C)C#C[Si](C)(C)C)C#C[Si](C)(C)C pentakis(trimethylsilylethynyl)benzene